tert-Butyl ((1-(3-(7-(1-benzylpiperidin-3-yl)-2-methylpyrazolo[1,5-a]pyrimidin-3-yl) phenyl)-1H-1,2,3-triazol-4-yl)methyl)(methyl)carbamate C(C1=CC=CC=C1)N1CC(CCC1)C1=CC=NC=2N1N=C(C2C=2C=C(C=CC2)N2N=NC(=C2)CN(C(OC(C)(C)C)=O)C)C